(4-(9-benzyl-6-(1-methylcyclopropoxy)-9H-purin-8-yl)-3-chlorophenyl)(piperazin-1-yl)methanone C(C1=CC=CC=C1)N1C2=NC=NC(=C2N=C1C1=C(C=C(C=C1)C(=O)N1CCNCC1)Cl)OC1(CC1)C